3-(pyridin-2-yl)cyclobutane N1=C(C=CC=C1)C1CCC1